(S)-1-((3-chloro-4-(6-(3-(pyridin-2-yloxy)pyrrolidin-1-yl)pyridin-3-yl)pyrazolo[1,5-a]pyridin-6-yl)oxy)-2-methylpropan-2-ol ClC=1C=NN2C1C(=CC(=C2)OCC(C)(O)C)C=2C=NC(=CC2)N2C[C@H](CC2)OC2=NC=CC=C2